COC(=O)C1=NC=C(C=N1)Br 5-bromopyrimidine-2-carboxylic acid methyl ester